3-[(6-methylpyridazin-3-yl)oxy]-5-(5-methyl-1,3-thiazol-2-yl)-N-{(1R)-1-[2-(trifluoromethyl)pyrimidin-5-yl]ethyl}benzamide tert-butyl-3-(piperidin-4-yloxy)azetidine-1-carboxylate C(C)(C)(C)OC(=O)N1CC(C1)OC1CCNCC1.CC1=CC=C(N=N1)OC=1C=C(C(=O)N[C@H](C)C=2C=NC(=NC2)C(F)(F)F)C=C(C1)C=1SC(=CN1)C